CN(C(C(=O)N)C)C(C=C)=O 2-[methyl-(prop-2-enoyl)amino]propanamide